BrC1=C(C=C2C(=NC(=NC2=C1F)OC[C@H]1N(CCC1)C)N1CC2CCC(C1)N2C(=O)OC(C)(C)C)Cl tert-butyl 3-(7-bromo-6-chloro-8-fluoro-2-{[(2S)-1-methylpyrrolidin-2-yl]methoxy}quinazolin-4-yl)-3,8-diazabicyclo[3.2.1]octane-8-carboxylate